β-Hydroxyaspartate OC([C@H](N)C(=O)[O-])C(=O)[O-]